6-((5-bromo-2-methyl-2H-indazol-7-yl)oxy)pyridazine-3-carbonitrile BrC1=CC2=CN(N=C2C(=C1)OC1=CC=C(N=N1)C#N)C